C(C)(C)(C)OC(=O)N1[C@H]2CN[C@@H](C1)C2.C(C2=CC=CC=C2)N2C1=NC=NC(=C1N=C2C2=C(C=C(C=C2)OCCN2C[C@@H](NCC2)C)Cl)OC2(CC2)C (S)-9-benzyl-8-(2-chloro-4-(2-(3-methylpiperazin-1-yl)ethoxy)phenyl)-6-(1-methylcyclopropoxy)-9H-purine tert-butyl-(1R,4R)-2,5-diazabicyclo[2.2.1]heptane-2-carboxylate